6-tert-butyl-m-isopropyl-phenol C(C)(C)(C)C1=CC=C(C=C1O)C(C)C